C[SiH2]CCOCN1N=CC(=C1)/C(=C/C(=O)OC(C)(C)C)/CC tert-butyl (E)-3-(1-{[2-(methylsilyl)ethoxy]methyl}-4-pyrazolyl)-2-pentenoate